4-[8-(3,8-diazabicyclo[3.2.1]octan-3-yl)-4-fluoro-6-methyl-5-(trifluoromethyl)-2,7-naphthyridin-3-yl]-5-ethynyl-6-fluoro-naphthalen-2-ol C12CN(CC(CC1)N2)C=2N=C(C(=C1C(=C(N=CC21)C2=CC(=CC1=CC=C(C(=C21)C#C)F)O)F)C(F)(F)F)C